(2S,3R,4S,5S)-3-(4-nitrophenyl)-2,4-dimethyl-4-nitro-5-phenylpyrrolidine-2-carboxylic acid methyl ester COC(=O)[C@]1(N[C@H]([C@]([C@@H]1C1=CC=C(C=C1)[N+](=O)[O-])([N+](=O)[O-])C)C1=CC=CC=C1)C